N(O)O[Cu] hydroxylamine-oxy-copper